C(=O)[C@]1([C@@H]2CCC=3[C@@H]4CC[C@H]([C@@H](CCC=C(C)C)C)[C@]4(CCC3[C@]2(CC[C@@H]1O)C)C)C 4alpha-formyl-4beta-methyl-5alpha-cholesta-8,24-dien-3beta-ol